C(C)N1N=C(C=C1)C=1C=C(C=C(C1)C=1C=NN(C1)C)[C@@H](C)NC(C1=C(C=C(C(=C1)N1CCN(CC1)C)F)C)=O (R)-N-(1-(3-(1-ethyl-1H-pyrazol-3-yl)-5-(1-methyl-1H-pyrazol-4-yl)phenyl)ethyl)-4-fluoro-2-methyl-5-(4-methylpiperazin-1-yl)benzamide